O=C1NC(CCC1N1C(C2=CC=CC(=C2C1=O)N1CCC(CC1)CCC1=CC=C(C(=O)NC2=CC3=C(NC(=N3)CN3[C@H](C[C@@H](C3)O)C)C=C2)C=C1)=O)=O 4-(2-(1-(2-(2,6-dioxopiperidin-3-yl)-1,3-dioxoisoindolin-4-yl)piperidin-4-yl)ethyl)-N-(2-(((2S,4S)-4-hydroxy-2-methylpyrrolidin-1-yl)methyl)-1H-benzo[d]imidazol-5-yl)benzamide